(S)-3-(2,6-bis(3,5-bis((4-(4,4,5,5-tetramethyl-1,3,2-dioxaborolan-2-yl)benzamido)methyl)benzamido)hexanamido)propanoic acid CC1(OB(OC1(C)C)C1=CC=C(C(=O)NCC=2C=C(C(=O)N[C@H](C(=O)NCCC(=O)O)CCCCNC(C3=CC(=CC(=C3)CNC(C3=CC=C(C=C3)B3OC(C(O3)(C)C)(C)C)=O)CNC(C3=CC=C(C=C3)B3OC(C(O3)(C)C)(C)C)=O)=O)C=C(C2)CNC(C2=CC=C(C=C2)B2OC(C(O2)(C)C)(C)C)=O)C=C1)C